C1(CC1)C=1N=CC2=C3C(=CC(=C2C1)S(NCC(C)C)(=O)=O)[C@@H](C[C@H]3NS(=O)(=O)OCC(Cl)(Cl)Cl)NC(OC(C)(C)C)=O |r| Tert-butyl N-[Trans-(7RS,9RS)-3-cyclopropyl-5-(2-methylpropylsulfamoyl)-9-(2,2,2-trichloroethoxysulfonylamino)-8,9-dihydro-7H-cyclopenta[h]isochinolin-7-yl]carbamat